3-methyl-5-propyl-2-furannonanoic acid CC1=C(OC(=C1)CCC)CCCCCCCCC(=O)O